FC1=NN(C=C1)C1=CC=C(C=C1)CN (4-(3-fluoro-1H-pyrazol-1-yl)phenyl)methylamine